1-(3-(dimethylamino)propoxy)cyclopropan-1-carboxylic acid CN(CCCOC1(CC1)C(=O)O)C